9-acetyl-2,3,6,7-tetrahydro-1H,5H,11H-pyrano[2,3-f]pyrido[3,2,1-ij]quinolin-11-one C(C)(=O)C1=CC(OC2=C3CCCN4C3=C(C=C21)CCC4)=O